N[C@H]1CCC=2C=3C1=C1C(=NC3C=C(C2C)F)C2=CC3=C(C(N2C1)=O)COC([C@]3(O)CC3CC3)=O (1S,9S)-1-amino-9-(cyclopropylmethyl)-5-fluoro-9-hydroxy-4-methyl-1,2,3,9,12,15-hexahydro-10H,13H-benzo[de]pyrano[3',4':6,7]indolizino[1,2-b]quinoline-10,13-dione